BrC1=CC2=C(N=C(N=C2)NC2=CC(=C(C=C2)C)F)N2C1=NCC2 6-bromo-N-(3-fluoro-4-methylphenyl)-8,9-dihydroimidazo[1',2':1,6]pyrido[2,3-d]pyrimidin-2-amine